(((1R*,5S*)-8-oxabicyclo[3.2.1]oct-2-en-3-yl)oxy)trimethylsilane [C@H]12C=C(C[C@H](CC1)O2)O[Si](C)(C)C |o1:0,4|